CC=1N=C(OC1N1[C@@H](CCC1)C#N)CCCC1=NC=CC=C1 (S)-1-(4-methyl-2-(3-(pyridin-2-yl)propyl)oxazol-5-yl)pyrrolidine-2-carbonitrile